(S)-2-(4-Amino-1,2,5-oxadiazol-3-carboxamido)-N1-(1-(2-(bicyclo[1.1.1]pentan-1-ylamino)-2-oxoethyl)-2-oxo-1,2-dihydropyridin-3-yl)-N6-ethyl-5-oxohexandiamid NC=1C(=NON1)C(=O)N[C@H](C(=O)NC=1C(N(C=CC1)CC(=O)NC12CC(C1)C2)=O)CCC(C(=O)NCC)=O